BrC=1C=NN2C1C=1N(C=3C(=CC(=CC3C1F)C)F)CCCC2 1-bromo-10,14-difluoro-12-methyl-5,6,7,8-tetrahydropyrazolo[5',1':3,4][1,4]diazocino[1,2-a]indole